C([C@@H]1[C@H]([C@@H]([C@@H]([C@H](O1)O[C@@H]2[C@H]([C@@H]([C@H](O[C@@H]2O[C@H](CO)C(=O)O)CO)O)O)O)O)O)O The molecule is a glycoside consisting of D-glyceric acid having an alpha-D-mannosyl-(1->2)-alpha-D-glucosyl residue attached at position 2 via a glycosidic linkage. It has a role as a bacterial metabolite and a marine metabolite. It is a glycoside, a disaccharide derivative and a 3-hydroxy carboxylic acid. It derives from a D-glyceric acid. It is a conjugate acid of a 2-O-[alpha-D-mannosyl-(1->2)-alpha-D-glucosyl]-D-glycerate.